C1N(CC12CCNCC2)C2=CC=C(N=N2)C2=C(C=C(C=C2)C=2C=NNC2)O 2-[6-(2,7-Diazaspiro[3.5]non-2-yl)pyridazin-3-yl]-5-(1H-pyrazol-4-yl)phenol